FC=1C=C(C=C(C1)F)N(C(=O)C=1C=CC=2N(C1)C(=CN2)C=2C=CC(=NC2)NC(OC)=O)CC(C)C methyl N-[5-[6-[(3,5-difluorophenyl)-isobutyl-carbamoyl]imidazo[1,2-a]pyridin-3-yl]-2-pyridyl]carbamate